4-[2-(2-Chlorophenyl)ethynyl]piperidin-4-ol ClC1=C(C=CC=C1)C#CC1(CCNCC1)O